C(C1=CC=CC=C1)N1C(N(SC1=O)C1=CC=CC2=CC=CC=C12)=O 4-benzyl-2-naphthalen-1-yl-[1,2,4]thiadiazolidine-3,5-dione